tert-butyl (3-(benzyloxy)phenyl)((5-cyclohexylpyridin-2-yl)methyl)carbamate C(C1=CC=CC=C1)OC=1C=C(C=CC1)N(C(OC(C)(C)C)=O)CC1=NC=C(C=C1)C1CCCCC1